FC=1C(=C(C=NC1N1C[C@H](OCC1)C)N)N (R)-5-fluoro-6-(2-methylmorpholino)pyridine-3,4-diamine